(methoxymethyl)-4,7,8-trimethyl-2-((trans-3-(3,4,5-trifluorophenoxy)cyclobutyl)amino)-7,8-dihydropteridin-6(5H)-one COCN1C=2C(=NC(=NC2N(C(C1=O)C)C)N[C@@H]1C[C@H](C1)OC1=CC(=C(C(=C1)F)F)F)C